[Cl-].C(CCC)[N+]1(C=C(C=C1)CCCC)CCCC 1,1,3-tributyl-pyrrolium chloride